7-(2-methoxyethoxy)-1-methyl-4-[4-(5-methyl-1,3-benzoxazol-2-yl)piperidin-1-yl]-2-oxo-1,2-dihydroquinoline-3-carbonitrile COCCOC1=CC=C2C(=C(C(N(C2=C1)C)=O)C#N)N1CCC(CC1)C=1OC2=C(N1)C=C(C=C2)C